O.[N+](=O)([O-])[O-].[Ga+3].[N+](=O)([O-])[O-].[N+](=O)([O-])[O-] Gallium(III) nitrate hydrate